FC1(C(C1)CN1C(N(C(C2=CC(=CC=C12)S(NC1(CC1)C)(=O)=O)=O)NC(=O)C12CC2C1)=O)F N-(1-((2,2-difluorocyclopropyl)methyl)-6-(N-(1-methylcyclopropyl)sulfamoyl)-2,4-dioxo-1,4-dihydroquinazolin-3(2H)-yl)bicyclo[1.1.0]butane-1-carboxamide